C(C=C)(=O)N1[C@H](CN(CC1)C1=NC(=NC=2C[C@@H](CCC12)N1CCCC2=CC=CC=C12)N1C[C@H](CC1)N(C)C)CC#N 2-((S)-1-Acryloyl-4-((R)-2-(3-(S)-(dimethylamino)pyrrolidin-1-yl)-7-(3,4-dihydroquinolin-1(2H)-yl)-5,6,7,8-tetrahydroquinazolin-4-yl)piperazin-2-yl)acetonitrile